(2-chloro-4-fluoro-phenyl)-[(1S,5R)-8-[5-(2,2-dimethylpropylsulfonyl)-1H-indol-7-yl]-3,8-diazabicyclo[3.2.1]octan-3-yl]methanone ClC1=C(C=CC(=C1)F)C(=O)N1C[C@@H]2CC[C@H](C1)N2C=2C=C(C=C1C=CNC21)S(=O)(=O)CC(C)(C)C